C(OCC(F)(F)F)(OCC)=O 2,2,2-trifluoroethyl ethyl carbonate